C1(CCC1)N1C(=NC2=C1C(=C(C(=C2)F)C(C)(C)O)F)NC(CC(C)(C)C)=O N-(1-cyclobutyl-5,7-difluoro-6-(2-hydroxypropan-2-yl)-1H-benzo[d]imidazol-2-yl)-3,3-dimethylbutanamide